tert-butyl (R)-(3-methyl-1-(5-((4-(4-morpholino-7-((2-(trimethylsilyl)ethoxy)methyl)-7H-pyrrolo[2,3-d]pyrimidin-6-yl)phenyl)amino)pyrimidin-2-yl)piperidin-3-yl)carbamate C[C@@]1(CN(CCC1)C1=NC=C(C=N1)NC1=CC=C(C=C1)C1=CC2=C(N=CN=C2N2CCOCC2)N1COCC[Si](C)(C)C)NC(OC(C)(C)C)=O